(E)-N-hydroxy-3-(2-(4-pentanoylpiperazin-1-yl)phenyl)acrylamide ONC(\C=C\C1=C(C=CC=C1)N1CCN(CC1)C(CCCC)=O)=O